N1(C=NC=C1)C1CCC(CC1)OC1=C2C=CC=NC2=CC(=N1)N1CC(OC(C1)(F)F)(F)F (5-(((1s,4s)-4-(1H-imidazol-1-yl)cyclohexyl)oxy)-1,6-naphthyridin-7-yl)-2,2,6,6-tetrafluoromorpholine